FC(S(=O)(=O)O)(F)F.FN1C(C=C(C=C1C)C)C N-fluoro-2,4,6-collidine trifluoromethanesulfonate